1-(4-Hydrazinylphenyl)-4,4-dimethylpiperidine hydrochloride Cl.N(N)C1=CC=C(C=C1)N1CCC(CC1)(C)C